2-chloro-1-(4-(4-fluorobenzyl)-8,8-dimethyl-7,8-dihydro-6H-pyrrolo[2,3-e][1,2,4]triazolo[4,3-a]pyridin-6-yl)ethan-1-one ClCC(=O)N1CC(C2=C1C=C(C=1N2C=NN1)CC1=CC=C(C=C1)F)(C)C